C1(=CC=CC=C1)P(C1=C(C=CC=C1)C=1OC[C@H](N1)C1=CC=CC=C1)C1=CC=CC=C1 (R)-2-(2-(diphenylphosphino)phenyl)-4-phenyl-4,5-dihydrooxazole